N(C1=CC=CC=C1)C1=CC=2C3(C4=CC=C(C=C4OC2C=C1C)N(CCCCC)CCCCC)OC(C1=CC=CC=C13)=O 2'-anilino-3'-methyl-6'-(dipentylamino)spiro[Isobenzofuran-1(3H),9'-[9H]xanthene]-3-one